3-(4-amino-3-(4-(4-fluorophenoxy)phenyl)-1H-pyrazolo[3,4-d]pyrimidin-1-yl)cyclopentane-1-ol NC1=C2C(=NC=N1)N(N=C2C2=CC=C(C=C2)OC2=CC=C(C=C2)F)C2CC(CC2)O